C(CCCCCCCCCCC)C(=C(C(=O)O)CCCCCCCCCCCC)CCCCCCCCCCCCCCCCCCC(=O)O dilauryl-1,20-eicosenedicarboxylic acid